COC(C[C@@H](C=1C=C(C=CC1)C1=C(C=C(C=C1C)C)C)NC(C(CCC(C)C)N1C(C=C(C=C1)CCN(CCOCCOCCOCCN=[N+]=[N-])C)=O)=O)=O (3S)-3-(2-(4-(14-azido-3-methyl-6,9,12-trioxa-3-aza-tetradecyl)-2-oxopyridin-1(2H)-yl)-5-methylhexanoylamino)-3-(2',4',6'-trimethyl-[1,1'-biphenyl]-3-yl)propanoic acid methyl ester